6-bromo-8-fluoro-1,2,3,4-tetrahydronaphthalen-2-amine BrC=1C=C2CCC(CC2=C(C1)F)N